N6-cyclohexyl-N4-{(1R)-1-[3-(difluoromethyl)-2-fluorophenyl]ethyl}-2-methylpyrido[3,4-d]pyrimidine-4,6-diamine C1(CCCCC1)NC1=CC2=C(N=C(N=C2N[C@H](C)C2=C(C(=CC=C2)C(F)F)F)C)C=N1